NC1=C(C=NC(=C1Br)OC)/C=C/C(=O)OCC (E)-ethyl 3-(4-amino-5-bromo-6-methoxypyridin-3-yl)acrylate